C[Si](N([Si](C)(C)C)CC[Si](OC)(OC)OC)(C)C N,N-bis(trimethylsilyl)aminoethyl-trimethoxysilane